5-bromo-1-(3-(p-tolyl)prop-2-yn-1-yl)-1H-indole BrC=1C=C2C=CN(C2=CC1)CC#CC1=CC=C(C=C1)C